CC1=C(C=C(C=C1)CN1N=C2N=C(N=C(C2=C1)N)C1=NSC=C1)C(F)(F)F 2-{[4-methyl-3-(trifluoromethyl)phenyl]methyl}-6-(1,2-thiazol-3-yl)-2H-pyrazolo[3,4-d]pyrimidin-4-amine